2-(2,6-dichlorophenyl)-5-((4-(5-ethyl-3-(trifluoromethyl)-1H-1,2,3-triazol-1-yl)phenyl)amino)-2H-1,2,3-triazole-4-carboxamide ClC1=C(C(=CC=C1)Cl)N1N=C(C(=N1)C(=O)N)NC1=CC=C(C=C1)N1NN(C=C1CC)C(F)(F)F